2-(1-tert-Butyl-1H-pyrazol-4-yl)-5-[({1-[2-fluoro-4-(trifluoromethyl)phenyl]cyclopropyl}carbonyl)amino]benzoic acid C(C)(C)(C)N1N=CC(=C1)C1=C(C(=O)O)C=C(C=C1)NC(=O)C1(CC1)C1=C(C=C(C=C1)C(F)(F)F)F